2-(benzhydryl(methyl)amino)-N-(2,6-difluorophenyl)-5-hydroxy-1-methyl-6-oxo-1,6-dihydropyrimidine-4-carboxamide C(C1=CC=CC=C1)(C1=CC=CC=C1)N(C=1N(C(C(=C(N1)C(=O)NC1=C(C=CC=C1F)F)O)=O)C)C